4-(6-(6-((6-methoxypyridin-3-yl)methyl)-3,6-diazabicyclo[3.1.1]heptane-3-yl)pyridine-3-yl)pyrazole COC1=CC=C(C=N1)CN1C2CN(CC1C2)C2=CC=C(C=N2)C=2C=NNC2